Bis((2-bromo-4-fluorophenoxy)methyl)dicyclohexylsilane BrC1=C(OC[Si](C2CCCCC2)(C2CCCCC2)COC2=C(C=C(C=C2)F)Br)C=CC(=C1)F